BrC=1C=CC2=C(C(=NCC(N2)=O)C2=NC=CC=C2)C1 (S)-7-bromo-2-oxo-5-pyridin-2-yl-2,3-dihydro-1H-1,4-benzodiazepine